O1CCC(=CC1)C=1C(C(=C2COCCN2C1)C(=O)NC1=CC=C(C=C1)OC1=CC=NC2=CC(=C(N=C12)OC)OC)=O 7-(3,6-Dihydro-2H-pyran-4-yl)-N-[4-[(6,7-dimethoxy-1,5-naphthyridin-4-yl)oxy]phenyl]-8-oxo-3,4-dihydro-1H-pyrido[2,1-c][1,4]oxazine-9-carboxamide